CC1=C(C=CC=C1C)N1CCN(CC1)C(CN1N=C(C2=C1CCC2)C(=O)N2CCC(CC2)N2N=CN=N2)=O 1-[4-(2,3-Dimethylphenyl)piperazin-1-yl]-2-{3-[4-(2H-tetrazol-2-yl)piperidin-1-carbonyl]-5,6-dihydrocyclopenta[c]pyrazol-1(4H)-yl}ethan-1-on